N-[6-(4-bromo-5-methyl-1,3-oxazol-2-yl)pyridin-3-yl]-4-chloro-3-[(1,1-dioxo-1,4-thiazinan-4-yl)methyl]benzamide BrC=1N=C(OC1C)C1=CC=C(C=N1)NC(C1=CC(=C(C=C1)Cl)CN1CCS(CC1)(=O)=O)=O